N[C@@H]1CN(CC1)C1=C(C(=NC=C1C(=O)N[C@H](C(F)(F)F)C)C#N)C1=CC(=CC(=C1)F)F 4-((S)-3-aminopyrrolidin-1-yl)-6-cyano-5-(3,5-difluorophenyl)-N-((S)-1,1,1-trifluoropropan-2-yl)nicotinamide